COC1=C(CNC2=NC=3C(=CC(=CC3C=3N2N=C(N3)[C@@H]3CC[C@@H](N(C3)C(=O)C3=CC=C(C(=O)OC)C=C3)C)F)F)C=CC(=C1)OC methyl 4-((2S,5R)-5-(5-((2,4-dimethoxybenzyl)amino)-7,9-difluoro-[1,2,4]triazolo[1,5-c]quinazolin-2-yl)-2-methylpiperidine-1-carbonyl)benzoate